5-methoxy-5-oxo-pentanoic acid COC(CCCC(=O)O)=O